COC(=O)C1=CC=CC2=CC=CC(=C12)C(=O)OC.C(C(C)C)C1=NC=CN=C1C 2-isobutyl-3-methyl-pyrazine dimethyl-1,8-naphthalenedicarboxylate